3-(4-chlorophenyl)-1,5-dimethyl-pyrazol-4-ol ClC1=CC=C(C=C1)C1=NN(C(=C1O)C)C